N1C(=NC=C1)CCN(C(CCCC(=O)N)=O)CCC=1NC=CN1 N,N-bis[2-(1H-imidazol-2-yl)ethyl]pentanediamide